3-(sec-butyl)-4-(piperazine-1-carbonyl)-1,3,4,5-tetrahydro-2H-benzo[1,4]diazepin-2-one C(C)(CC)C1C(NC2=C(CN1C(=O)N1CCNCC1)C=CC=C2)=O